C12C(C3CC(CC(C1)C3)C2)CCCCNC(=O)NCC2=NN(C(=C2C)C2=CC=C(C=C2)Cl)C2=C(C=C(C=C2)Cl)Cl 1-(4-((1r,3r,5r,7r)-adamantan-2-yl)butyl)-3-((5-(4-chloro-phenyl)-1-(2,4-dichlorophenyl)-4-methyl-1H-pyrazol-3-yl)-methyl)urea